3-Cyclopropyl-6-(1-methyl-1H-benzimidazol-5-yl)-4-oxo-4,5-dihydropyrazolo[1,5-a]pyrazine-2-carboxylic acid C1(CC1)C=1C(=NN2C1C(NC(=C2)C2=CC1=C(N(C=N1)C)C=C2)=O)C(=O)O